2-ethoxycarbonyl-3,4-dimethoxycarbonylquinoline C(C)OC(=O)C1=NC2=CC=CC=C2C(=C1C(=O)OC)C(=O)OC